NC1=CC=C(C(=N1)C(F)(F)F)C1=CC=C2C(=CN(C2=C1)CC(C)(C)C)[C@@H](C(F)F)NS(=O)(=O)C1CC1 (S)-N-(1-(6-(6-amino-2-(trifluoromethyl)pyridin-3-yl)-1-neopentyl-1H-indol-3-yl)-2,2-difluoroethyl)cyclopropanesulfonamide